ethyl 2-(2-(4-chloro-phenyl)-vinyl)-cyclopentylacetate ClC1=CC=C(C=C1)C=CC1C(CCC1)CC(=O)OCC